OCC1=CC=C(OCCC(=O)O)C=C1 3-(4-hydroxymethylphenoxy)propionic acid